C(C)(C)(CC)C1=C(O)C=C(C(=C1)O)C(C)(C)CC 2,5-di-tert-amylhydroquinone